(2S,4R)-1-[(2S)-2-(4-cyclopropyltriazol-1-yl)-3,3-dimethyl-butanoyl]-4-hydroxy-N-[2-(3-oxo-1,5,6,7,8,8a-hexahydroimidazo[1,5-a]pyridin-2-yl)ethyl]pyrrolidine-2-carboxamide C1(CC1)C=1N=NN(C1)[C@H](C(=O)N1[C@@H](C[C@H](C1)O)C(=O)NCCN1C(N2C(CCCC2)C1)=O)C(C)(C)C